COC1=C(C(=O)O)C=CC(=C1)C1=NC(=NC=C1C)NC=1C=NN(C1)C 2-Methoxy-4-(5-methyl-2-((1-methyl-1H-pyrazol-4-yl)amino)pyrimidin-4-yl)benzoic Acid